1-(1-tosyl-1H-pyrrol-3-yl)ethan-1-one S(=O)(=O)(C1=CC=C(C)C=C1)N1C=C(C=C1)C(C)=O